(E)-3-(2-nitroprop-1-en-1-yl)thiophene [N+](=O)([O-])/C(=C/C1=CSC=C1)/C